N-phenylcarbamic acid (dodecylphenyl) ester C(CCCCCCCCCCC)C1=C(C=CC=C1)OC(NC1=CC=CC=C1)=O